C(C)C=1C(CCCC1)=O ethyl-2-cyclohexen-1-one